6-chloro-N-[3,6-difluoro-5-(3-methoxypropyl)pyridin-2-yl]-1H-indole-3-sulfonamide ClC1=CC=C2C(=CNC2=C1)S(=O)(=O)NC1=NC(=C(C=C1F)CCCOC)F